methyl (R)-2-((tert-butoxycarbonyl)amino)-6-(dimethoxyphosphoryl)-5-oxo-hexanoate C(C)(C)(C)OC(=O)N[C@@H](C(=O)OC)CCC(CP(=O)(OC)OC)=O